C(#N)C1=CC=C(C=C1)C1(CCN(CC1)C(=O)C=1C=CC(=C(C1)C1=C(C(=O)N)C=CC(=N1)NC(C)C)C)F (5-(4-(4-cyanophenyl)-4-fluoropiperidine-1-carbonyl)-2-methylphenyl)-6-(isopropylamino)nicotinamide